CC1=C(C=2C=CC=3C=CC=NC3C2N1)C#N methylpyrrolo[3,2-h]quinoline-3-carbonitrile